C(C#C)O\N=C\1/CC(CC2=C1C(=C(O2)CNC2=C(C=CC=C2)Br)C)(C)C (E)-2-(((2-Bromophenyl)amino)methyl)-3,6,6-trimethyl-6,7-dihydrobenzofuran-4(5H)-one O-prop-2-yn-1-yl oxime